C1(CCCC1)C1CCC2=NNC(N21)=O 5-cyclopentyl-2,5,6,7-tetrahydro-3H-pyrrolo[2,1-c][1,2,4]triazol-3-one